C(C)(C)OC1=CC=CC=2OC(OC(C21)=O)(C)C 5-isopropoxy-2,2-dimethyl-4H-benzo[d][1,3]dioxin-4-one